3-(2-hydroxyethoxy)cyclooctyne tert-butyl-(3S)-3-aminopyrrolidine-1-carboxylate C(C)(C)(C)OC(=O)N1C[C@H](CC1)N.OCCOC1C#CCCCCC1